ClC=1C=C2C=C(NC2=CC1)C(=O)N[C@H](C(N[C@H](C=C=O)C[C@H]1C(NCC1)=C=O)=C=O)CC1=CC=CC=C1 5-Chloro-N-{(S)-1-carbonyl-1-{{(S)-1-carbonyl-3-[(S)-2-carbonylpyrrolidin-3-yl]propan-2-yl}amino}-3-phenylpropan-2-yl}-1H-indole-2-carboxamide